CN(C1=NC(=CC=C1[N+](=O)[O-])OC)CC1=CN=C(S1)CC N-methyl-N-((2-ethylthiazol-5-yl)methyl)-6-methoxy-3-nitropyridin-2-amine